ClC=1C=CC2=C(C=C(O2)C2=CN=CC3=C2SCCN3S(=O)(=O)C3CC2(CN(C2)C#N)C3)C1 6-((8-(5-chlorobenzofuran-2-yl)-2,3-dihydro-4H-pyrido[4,3-b][1,4]thiazin-4-yl)sulfonyl)-2-azaspiro[3.3]heptane-2-carbonitrile